8-(3,3-difluorocyclobutoxy)-4-((1-(3-(difluoromethyl)-2-fluorophenyl)ethyl)amino)-6-(1-(difluoromethyl)cyclopropyl)-2-methylpyrido[3,4-d]pyridazine-1,7(2H,6H)-dione FC1(CC(C1)OC=1C(N(C=C2C(=NN(C(C21)=O)C)NC(C)C2=C(C(=CC=C2)C(F)F)F)C2(CC2)C(F)F)=O)F